C(CC)NSC=1SC2=C(N1)C=CC=C2 N-propyl-2-Benzothiazolyl-sulphenamide